ClC=1C=CC(=C(C1)C1=CC(N(C=C1OC)[C@H](C(=O)NC=1C=C2C=CC(=NC2=CC1)C)CC)=O)N1N=NC(=C1)C(F)F (2S)-2-[4-{5-chloro-2-[4-(difluoromethyl)-1H-1,2,3-triazol-1-yl]phenyl}-5-methoxy-2-oxopyridin-1(2H)-yl]-N-(2-methylquinolin-6-yl)butanamide